C(#N)[C@H]1[C@@H](C1)C(=O)NCC1=NC(=NO1)C=1N(C2=CC=CC(=C2C1)N[C@H]1[C@H](CN(CC1)C)F)CC(F)(F)F |&1:2,3| (1RS,2RS)-2-cyano-N-{[3-(4-{[(3S,4R)-3-fluoro-1-methylpiperidin-4-yl]amino}-1-(2,2,2-trifluoroethyl)-1H-indol-2-yl)-1,2,4-oxadiazol-5-yl]methyl}cyclopropane-1-carboxamide